2-(2-fluoroethoxy)phenylpyridine-3,4-diamine FCCOC1=C(C=CC=C1)C1=NC=CC(=C1N)N